2-[[(2-oxo-1,3-dihydrobenzimidazol-5-yl)amino]methyl]benzene-1,4-dicarboxylic acid dimethyl ester COC(=O)C1=C(C=C(C=C1)C(=O)OC)CNC1=CC2=C(NC(N2)=O)C=C1